ClC1=NC(=CC=C1C1=CC=NN1COCC[Si](C)(C)C)C(F)(F)F 5-(2-Chloro-6-(trifluoromethyl)pyridin-3-yl)-1-((2-(trimethylsilyl)ethoxy)methyl)-1H-pyrazole